C1(=CC=CC=C1)CCOC1(CC1)N (1S,2S)-2-phenylethoxycyclopropan-1-amine